CC=1SC=2N(C3=C(N(C(C2N1)=O)C)C=NC=N3)C 2,4,9-trimethyl-4,9-dihydro-10H-pyrimido[5,4-b]thiazolo[5,4-e][1,4]diazepin-10-one